N-[3-chloro-4-(difluoromethoxy)phenyl]-6-(3-piperidyl)quinazolin-4-amine ClC=1C=C(C=CC1OC(F)F)NC1=NC=NC2=CC=C(C=C12)C1CNCCC1